[4-(2-methoxyethyl)phenyl]methanol tert-butyl-2-((3-(methoxycarbonyl)-4-methylphenoxy)methyl)piperidine-1-carboxylate C(C)(C)(C)C1(N(CCCC1)C(=O)OCC1=CC=C(C=C1)CCOC)COC1=CC(=C(C=C1)C)C(=O)OC